2-{[2-(6-Isopropylpyridin-3-yl)imidazo[1,2-a]pyridin-3-yl]methyl}-2,5-diazabicyclo[2.2.2]-octan-Dihydrochlorid Cl.Cl.C(C)(C)C1=CC=C(C=N1)C=1N=C2N(C=CC=C2)C1CN1C2CNC(C1)CC2